C(C)OC(=O)C1=C(C2=C(CCC3=CN(N=C23)CC=2C=NC(=CC2)Cl)O1)C.COCCC=1C=NC=C(C1)C1=NN=C(N1)C(F)(F)F 3-(2-methoxyethyl)-5-(5-(trifluoromethyl)-4H-1,2,4-triazol-3-yl)pyridine ethyl-2-[(6-chloropyridin-3-yl)methyl]-8-methyl-4,5-dihydro-2H-furo[2,3-g]indazole-7-carboxylate